CNC([C@H](CC1=CC=CC=C1)NC(=O)C1=CC=C(C=C1)NC(CS=C(N)[O-])=O)=O (S)-S-(2-((4-((1-(methylamino)-1-oxo-3-phenylpropan-2-yl)carbamoyl) phenyl)amino)-2-oxoethyl)carbamothioate